N-[5-(3,5-bistrifluoromethylbenzyl)-6,6-dimethyl-1,4,5,6-tetrahydropyrrolo[3,4-c]pyrazol-3-yl]benzamide FC(C=1C=C(CN2C(C=3NN=C(C3C2)NC(C2=CC=CC=C2)=O)(C)C)C=C(C1)C(F)(F)F)(F)F